2-[2-(dimethylamino)ethoxy]-N,N-dimethylethylamine CN(CCOCCN(C)C)C